C(C)(CC)C=1N(C=CC1C(=O)O)CCCC1=CC=CC=C1 2-sec-butyl-1-(3-phenylpropyl)-1H-pyrrole-3-carboxylic acid